O1C=NC(=C1)C1=C(C=CC=C1)CN 1-[2-(1,3-oxazol-4-yl)phenyl]methanamine